(S)-3-(quinolin-3-ylamino)pyrrolidine-1-carboxylic acid tert-butyl ester C(C)(C)(C)OC(=O)N1C[C@H](CC1)NC=1C=NC2=CC=CC=C2C1